4,5-Dichloro-2-nitro-aniline ClC1=CC(=C(N)C=C1Cl)[N+](=O)[O-]